4-((7,8-dimethoxy-2-oxo-2,3-dihydro-1H-imidazo[4,5-c]quinolin-1-yl)methyl)benzene-sulfonamide COC=1C(=CC=2C3=C(C=NC2C1)NC(N3CC3=CC=C(C=C3)S(=O)(=O)N)=O)OC